(2R)-3-chloro-1,2-dihydroxypropane ClC[C@@H](CO)O